ClC1=C2C(=NC=C1)N[C@@H](C2)C (R)-4-chloro-2-methyl-2,3-dihydro-1H-pyrrolo[2,3-b]pyridine